CC1=NN(N=C1)CCCN1CC(CC1)C1=CNC=2C=CC=C(C12)O 3-(1-(3-(4-methyl-2H-1,2,3-triazol-2-yl)propyl)pyrrolidin-3-yl)-1H-indole-4-ol